2-bromo-1-(3,4-dimethoxyphenyl)ethanone tert-butyl-(S)-4-(7-(8-chloronaphthalen-1-yl)-2,8-Difluoroquinazolin-4-yl)-2-(cyanomethyl)piperazine-1-carboxylate C(C)(C)(C)OC(=O)N1[C@H](CN(CC1)C1=NC(=NC2=C(C(=CC=C12)C1=CC=CC2=CC=CC(=C12)Cl)F)F)CC#N.BrCC(=O)C1=CC(=C(C=C1)OC)OC